ClC1=C(C=C2C(=N1)N=C(O2)N2CCOCC2)[N+](=O)[O-] 5-chloro-2-morpholinyl-6-nitrooxazolo[4,5-b]pyridine